ClC1=NC=C(C(=C1)N1CCC(CC1)=O)C#CC=1C=NN(C1)CCCN(C)C (2-chloro-5-((1-(3-(dimethylamino)propyl)-1H-pyrazol-4-yl)ethynyl)pyridin-4-yl)piperidin-4-one